1-ethylcarbamoyl-3-(3-trifluoromethylphenyl)pyrrolidine C(C)NC(=O)N1CC(CC1)C1=CC(=CC=C1)C(F)(F)F